FC1=C(CN2C(N(C(C3=CC=C(C=C23)C(=O)NCC2=C(C=C(C=C2F)F)F)C)C)=O)C(=CC=C1)OC 1-(2-fluoro-6-methoxybenzyl)-3,4-dimethyl-2-oxo-N-(2,4,6-trifluorobenzyl)-1,2,3,4-tetrahydro-quinazoline-7-carboxamide